C(C)O[Si]1(N(CCC1)CCC[Si](OCC)(OCC)OCC)OCC 2,2-diethoxy-1-[3-(triethoxysilyl)propyl]-1-aza-2-silacyclopentane